ClC=1C=C(C=CC1)N1CCN(CC1)CC[C@@H]1N(C(C2(C1)CCN(CC2)C(=O)OC(C)(C)C)=O)C tert-butyl (R)-3-(2-(4-(3-chlorophenyl)piperazin-1-yl)ethyl)-2-methyl-1-oxo-2,8-diazaspiro[4.5]decane-8-carboxylate